[Ag].FC(F)F trifluoromethane silver